O[C@@H](COC1=NC=C(C=N1)NC(O[C@H](C)[C@H](C)OC1=C(C=C2C(=N1)SC(=N2)C2=C1N=CC(=NC1=CC(=C2)C)OC)F)=O)C (2R,3S)-3-((6-fluoro-2-(2-methoxy-7-methylquinoxalin-5-yl)thiazolo[5,4-b]pyridin-5-yl)oxy)butan-2-yl (2-((R)-2-hydroxypropoxy)pyrimidin-5-yl)carbamate